5-(ethyl(tetrahydro-2H-pyran-4-yl)amino)-4-methyl-[1,1'-biphenyl]-3-carboxamide C(C)N(C=1C(=C(C=C(C1)C1=CC=CC=C1)C(=O)N)C)C1CCOCC1